O=C1NC(CCC1N1C(C2=CC=CC(=C2C1)N(C1CCC(CC1)NC(OC(C)(C)C)=O)CCCC(F)(F)F)=O)=O tert-butyl ((1r,4r)-4-((2-(2,6-dioxopiperidin-3-yl)-1-oxoisoindolin-4-yl)(4,4,4-trifluorobutyl)amino)cyclohexyl)carbamate